C(C)(C)(C)OP(OC(C)(C)C)(=O)CC1=C(C=C(C=C1)CN1C2=C(C=3C=CC=CC13)N=CC=C2)F.COC=2C=C(C=CC2OC)C(C2CCNCC2)C2=CC=C(C=C2)F 4-((3,4-Dimethoxyphenyl)(4-fluorophenyl)methyl)piperidine di-tert-butyl-(4-((5H-pyrido[3,2-b]indol-5-yl)methyl)-2-fluorobenzyl)phosphonate